1-[3-Acetyl-6-(6-chloroimidazo[4,5-c]pyridin-3-yl)-2-pyridyl]-5-methyl-pyrazole-3-carbonitrile C(C)(=O)C=1C(=NC(=CC1)N1C=NC2=C1C=NC(=C2)Cl)N2N=C(C=C2C)C#N